2-ethoxy-5-(2-fluoro-4-isocyanato-6-(2-trityl-2H-tetrazol-5-yl)phenyl)pyridine C(C)OC1=NC=C(C=C1)C1=C(C=C(C=C1C=1N=NN(N1)C(C1=CC=CC=C1)(C1=CC=CC=C1)C1=CC=CC=C1)N=C=O)F